OC(C(=O)SCCNC(CCNC([C@@H](C(COP(OP(OC[C@@H]1[C@H]([C@H]([C@@H](O1)N1C=NC=2C(N)=NC=NC12)O)OP(=O)(O)O)(=O)O)(=O)O)(C)C)O)=O)=O)CC(C)C 2-Hydroxyisocaproyl-CoA